FC(C1=CC2=C(SC(=C2)C(N[C@H](C(=O)N2[C@@H](CCC2)C(=O)N2CC(OCC2)C2=CC=C(C=C2)F)C(C)(C)C)=O)C=C1)(F)P(O)(O)=O (difluoro(2-(((2S)-1-((2S)-2-(2-(4-fluorophenyl)morpholine-4-carbonyl)pyrrolidin-1-yl)-3,3-dimethyl-1-oxobutan-2-yl)carbamoyl)benzo[b]thiophen-5-yl)methyl)phosphonic acid